6-chloro-N-(4-(cyanomethyl)-5-fluoro-2-methoxyphenyl)pyrazolo[1,5-a]pyridine-3-sulfonamide ClC=1C=CC=2N(C1)N=CC2S(=O)(=O)NC2=C(C=C(C(=C2)F)CC#N)OC